2,4-di([1,1-biphenyl]-4-yl)-6-chloro-1,3,5-triazine C1(=CC=C(C=C1)C1=NC(=NC(=N1)C1=CC=C(C=C1)C1=CC=CC=C1)Cl)C1=CC=CC=C1